FC(C1=C(/C=C/C2=CC3=C(B(OC3)O)C=C2)C=CC=C1)(F)F (E)-5-(2-(trifluoromethyl)styryl)benzo[c][1,2]oxaborol-1(3H)-ol